C1(CC1)C(=O)N1[C@H]([C@H]([C@H](C1)F)NS(=O)(=O)C)CC=1C(=C(C=CC1)C1=CC(=CC=C1)F)F N-{(2S,3R,4S)-1-(cyclopropanecarbonyl)-2-[(2,3'-difluoro[1,1'-biphenyl]-3-yl)-methyl]-4-fluoropyrrolidin-3-yl}methane-sulfonamide